N-(t-butoxycarbonyl)-4-hydroxypiperidine C(C)(C)(C)OC(=O)N1CCC(CC1)O